(4-methylpiperazin-1-yl)-[4-[[4-[[2-(6-methyl-2-pyridyl)pyrimidin-4-yl]amino]pyrimidin-2-yl]amino]phenyl]methanone CN1CCN(CC1)C(=O)C1=CC=C(C=C1)NC1=NC=CC(=N1)NC1=NC(=NC=C1)C1=NC(=CC=C1)C